N1CCC(CC1)C1=CC=C(OCCCN2CCN(CC2)C(=O)OC(C)(C)C)C=C1 tert-butyl 4-(3-(4-(piperidin-4-yl)phenoxy)propyl)piperazine-1-carboxylate